C(N)(=N)C1=CC=C(C=C1)NC(=O)C1=C(C=C(C(=C1)C=C)OC)C=1C(=NC(=CC1)C(NCC1CC1)=O)C(=O)OCOC(=O)OC(C)C ((isopropoxycarbonyl)oxy)methyl 3-(2-((4-carbamimidoylphenyl)carbamoyl)-5-methoxy-4-vinylphenyl)-6-((cyclopropylmethyl)carbamoyl)picolinate